trifluoronorvaline tert-butyl-4-[5-(1-methoxy-3-methyl-1-oxobutan-2-yl)-1,2-oxazol-3-yl]piperazine-1-carboxylate C(C)(C)(C)C1N(CCN(C1)C1=NOC(=C1)C(C(=O)OC)C(C)C)C(=O)O.FC(CC[C@H](N)C(=O)O)(F)F